4-morpholino-8-(2,3,5-trifluorophenyl)quinoline-3-carboxylic acid ethyl ester C(C)OC(=O)C=1C=NC2=C(C=CC=C2C1N1CCOCC1)C1=C(C(=CC(=C1)F)F)F